N-(2-(piperazin-1-yl)-5-(trifluoromethyl)pyridin-3-yl)acetamide N1(CCNCC1)C1=NC=C(C=C1NC(C)=O)C(F)(F)F